C(#C)C=1C=NC2=C(C=C(C=C2C1)OC(C(=O)NCCF)SC)C 2-[(3-ethynyl-8-methyl-6-quinolyl)oxy]-N-(2-fluoroethyl)-2-methylsulfanylacetamide